FC1=CC(=C2C=C(NC(C2=C1)=O)CCC(=O)N1C2CN(CC1CC2)C2=CC=C(C=C2)F)C 7-fluoro-3-(3-(3-(4-fluorophenyl)-3,8-diazabicyclo[3.2.1]octan-8-yl)-3-oxopropyl)-5-methylisoquinolin-1(2H)-one